tert-butyl 4-(4-(4-bromo-3-(pyridin-4-yl)-1H-pyrazol-1-yl)-3-fluorophenyl)-2,2-dimethylpiperazine-1-carboxylate BrC=1C(=NN(C1)C1=C(C=C(C=C1)N1CC(N(CC1)C(=O)OC(C)(C)C)(C)C)F)C1=CC=NC=C1